3-(3-(2H-benzo[d][1,2,3]triazol-2-yl)-5-(t-butyl)-4-hydroxyphenyl)propionyl chloride N=1N(N=C2C1C=CC=C2)C=2C=C(C=C(C2O)C(C)(C)C)CCC(=O)Cl